5-amino-N,N-dimethyl-3-(m-tolyl)-1H-pyrazole-1-sulfonamide NC1=CC(=NN1S(=O)(=O)N(C)C)C=1C=C(C=CC1)C